5-fluoro-1-(4-fluoro-3-methoxycarbonylbenzyl)quinazoline-2,4(1H,3H)-dione FC1=C2C(NC(N(C2=CC=C1)CC1=CC(=C(C=C1)F)C(=O)OC)=O)=O